6-(Benzyloxy)-5-bromo-N-(3-nitrophenyl)pyridin-3-amine C(C1=CC=CC=C1)OC1=C(C=C(C=N1)NC1=CC(=CC=C1)[N+](=O)[O-])Br